[4-(5-Bromo-6-methoxy-1H-indol-2-yl)cyclohexyl]methoxy-tert-butyl-dimethyl-silane BrC=1C=C2C=C(NC2=CC1OC)C1CCC(CC1)CO[Si](C)(C)C(C)(C)C